CC=1C=2N(C=CC1)C=C(N2)C=2O[C@@H]([C@H](N2)C2=CC=CC=C2)C2=CC=CC=C2 (4r,5r)-2-(8-methylimidazo[1,2-a]pyridin-2-yl)-4,5-diphenyl-4,5-dihydro-oxazole